NC(C(CCC(=O)OCCCC)N1C(C2=CC=C(C=C2C1)C1=NC=CC(=C1F)CO)=O)=O butyl 5-amino-4-(5-(3-fluoro-4-(hydroxymethyl)pyridin-2-yl)-1-oxoisoindolin-2-yl)-5-oxopentanoate